2-[1-(2-hydroxy-7-methyl-4-oxo-pyrido[1,2-a]pyrimidin-9-yl)ethylamino]benzenesulfonamide OC=1N=C2N(C(C1)=O)C=C(C=C2C(C)NC2=C(C=CC=C2)S(=O)(=O)N)C